2-bromo-1-(4-chlorophenoxy)-5-fluoro-3-nitro-benzene BrC1=C(C=C(C=C1[N+](=O)[O-])F)OC1=CC=C(C=C1)Cl